5-(2-fluoro-6-methoxyphenyl)pyrimidine-4-carboxylic acid methyl ester COC(=O)C1=NC=NC=C1C1=C(C=CC=C1OC)F